[Ca+2].B([O-])([O-])[O-].[Na+] sodium borate, calcium salt